(R)-[4-chloro-4'-(piperazin-1-yl)-(1,1'-biphenyl)-3-yl]{4-[(tetrahydrofuran-3-yl)oxy]phenyl}methanone ClC1=C(C=C(C=C1)C1=CC=C(C=C1)N1CCNCC1)C(=O)C1=CC=C(C=C1)O[C@H]1COCC1